Tert-butyl ((S)-(5-((S)-1-(5,5-difluoro-2-oxotetrahydropyrimidin-1(2H)-yl)-2-methoxyethyl)-benzo[d]oxazol-2-yl)(4,4-difluorocyclohexyl)methyl)carbamate FC1(CNC(N(C1)[C@H](COC)C=1C=CC2=C(N=C(O2)[C@H](C2CCC(CC2)(F)F)NC(OC(C)(C)C)=O)C1)=O)F